1,2-DI(cis-9-octadecenoyl)-SN-glycero-3-phosphate C(CCCCCCC\C=C/CCCCCCCC)(=O)OC[C@@H](OC(CCCCCCC\C=C/CCCCCCCC)=O)COP(=O)(O)O